ClC=1C=C2CCN(CC2=C(C1)Cl)C (4S)-6,8-dichloro-2-methyl-3,4-dihydro-1H-isoquinoline